(1R,5R,7R)-6-(Cyclopropanecarbonyl)-3-oxa-6-azabicyclo[3.2.1]octane-7-carbaldehyde C1(CC1)C(=O)N1[C@H]2COC[C@@H]([C@@H]1C=O)C2